OC=1N=C(C2=C(N1)NC=C2)O 2,4-dihydroxy-7H-pyrrolo[2,3-D]pyrimidine